(2,4-cyclopentadienyl-1-yl)[(1-methylethyl)benzene] C1(C=CC=C1)=CC(C)C1=CC=CC=C1